Br/C(=C/CC)/CCCCCCCCC (3E)-4-bromo-3-tridecene